butane-1,4-diyl-dimesylate C(CCCCS(=O)(=O)[O-])CS(=O)(=O)[O-]